CN(CCNC1=CC=C(NC2=NC=CC(=N2)N2C=C(C3=CC=CC=C23)C(=O)N)C=C1)C 1-{2-[4-(2-dimethylamino-ethylamino)-anilino]-pyrimidin-4-yl}-1H-indole-3-carboxamide